(R)-N-cyclopropyl-5-(2-(5-fluoro-2-methoxyphenyl)pyrrolidin-1-yl)pyrazolo[1,5-a]pyrimidine-3-carboxamide C1(CC1)NC(=O)C=1C=NN2C1N=C(C=C2)N2[C@H](CCC2)C2=C(C=CC(=C2)F)OC